2'-bromo-3,3,7'-trimethyl-2,3-dihydrospiro-[indene-1,9'-thioxanthene] BrC1=CC=2C3(C4=CC(=CC=C4SC2C=C1)C)CC(C1=CC=CC=C13)(C)C